BrC1=NC=C(C(=C1)N[C@H]1[C@@H]([C@H](CCC1)NC(OC(C)(C)C)=O)O[Si](C)(C)C(C)(C)C)[N+](=O)[O-] tert-butyl ((1S,2S,3R)-3-((2-bromo-5-nitropyridin-4-yl)amino)-2-((tert-butyldimethylsilyl)oxy)cyclohexyl)carbamate